BrC=1C=C2C(=NN(C(C2=CC1)=O)CC(=O)NC=1N=NC(=CN1)C)OC1CC1 2-(6-bromo-4-cyclopropyloxy-1-oxophthalazin-2-yl)-N-(6-methyl-1,2,4-triazin-3-yl)acetamide